O=C1N(C(C=C1)=O)[C@@H]1C(N[C@@H](C1)COCCS(=O)(=O)O)=O (3S,5S)-3-(2,5-dioxo-2,5-dihydro-1H-pyrrol-1-yl)-2-oxo-5-[(2-sulfoethoxy)methyl]pyrrolidin